3-[4-[1-[3-[[2,6-dimethoxy-4-(6-methyl-7-oxo-1H-pyrazolo[3,4-c]pyridin-4-yl)phenyl]methylamino]benzoyl]-4-piperidyl]anilino]piperidine-2,6-dione COC1=C(C(=CC(=C1)C=1C2=C(C(N(C1)C)=O)NN=C2)OC)CNC=2C=C(C(=O)N1CCC(CC1)C1=CC=C(NC3C(NC(CC3)=O)=O)C=C1)C=CC2